(+)-ethyl 2-(2-((2-(((tert-butylsulfinyl)imino)methyl)-7-iodobenzofuran-5-yl)methoxy)phenyl)acetate C(C)(C)(C)S(=O)N=CC=1OC2=C(C1)C=C(C=C2I)COC2=C(C=CC=C2)CC(=O)OCC